FC1=C(C(Cl)(Cl)Cl)C=C(C(=C1)F)F 2,4,5-trifluorodichlorobenzyl chloride